OC=1C=CC(=NC1)NC(NC1CCC(CC1)C1=CC=CC=C1)=O 3-(5-hydroxypyridin-2-yl)-1-[(1r,4r)-4-phenylcyclohexyl]urea